(S)-2-(4-isobutylphenyl)propan-1-ol methyl-(5S)-5-{[(tert-butoxy)carbonyl]amino}-5-{[(1S,2R)-2-methyl-1-(methylcarbamoyl)butyl]carbamoyl}pentanoate CC(C(=O)OC[C@@H](C)C1=CC=C(C=C1)CC(C)C)CC[C@@H](C(N[C@@H]([C@@H](CC)C)C(NC)=O)=O)NC(=O)OC(C)(C)C